C(C)OC(OCC)=O.[H-].[Na+] sodium hydride diethyl-carbonate